C(C(C)C)SC1=CC=C(C=C1)C(C)=NNC(N)=N 2-(1-(4-(Isobutylthio)phenyl)ethylidene)hydrazine-1-carboximidamide